FC(OC1=C(C=CC=C1)N=[N+]=[N-])(F)F 2-trifluoromethoxyphenyl azide